NC(CF)C=1C=C(C=CC1)C1=CC(=CC=2C=COC21)COC2=C(C=CC(=C2)OC)CC(=O)OCC ethyl 2-(2-((7-(3-(1-amino-2-fluoroethyl)phenyl)benzofuran-5-yl)methoxy)-4-methoxyphenyl)acetate